C(C1=CC2=C(NN=N2)C=C1)C1=CC2=C(NN=N2)C=C1 5,5'-methylenedibenzotriazole